BrC=1C=CC=2C=CC3=CC=C(C=C3C2C1)Br 3,6-dibromo-phenanthrene